OC(C(=O)O)CC(=O)O 2-hydroxy-1,4-butanedioic acid